FC(C=1C=CC(=C2NC(C(NC12)=S)(C)C)F)F 8-(difluoromethyl)-5-fluoro-3,3-dimethyl-3,4-dihydroquinoxaline-2(1H)-thione